COC1=CC=C(C=C1)NC1=NC=CC2=CC(=CC=C12)C 1-((4-methoxyphenyl)amino)-6-methylisoquinoline